[C@@H]12CC[C@@H](C=C1)C2 cis-5-Norbornen